FC(C(=O)O)(F)F.COC=1C=C2CCN(CC2=CC1NC1=NC=C2C(=N1)N(N=C2)C[C@H]2N(CCC2)C(CC)=O)C (S)-1-(2-((6-((6-methoxy-2-methyl-1,2,3,4-tetrahydroisoquinolin-7-yl)amino)-1H-pyrazolo[3,4-d]pyrimidin-1-yl)methyl)pyrrolidin-1-yl)propan-1-one trifluoroacetate